N1=C(C=CC2=CC=CC=C12)NC(=O)[O-] quinoline-2-carbamate